2-[[5-bromo-2-[4-[2-[2-[2-[2-[2-[2-[2-(4-piperidyloxy)ethoxy]ethoxy]ethoxy]ethoxy]ethoxy]ethoxy]ethylsulfamoyl]anilino]pyrimidin-4-yl]amino]-6-fluoro-benzamide BrC=1C(=NC(=NC1)NC1=CC=C(C=C1)S(NCCOCCOCCOCCOCCOCCOCCOC1CCNCC1)(=O)=O)NC1=C(C(=O)N)C(=CC=C1)F